1-[3-(trihydroxysilyl)pentyl]-2-imidazolidinone O[Si](C(CCN1C(NCC1)=O)CC)(O)O